((3-(dimethylamino)propyl)azanediyl)bis(octane-1,2-diyl) bis(decanoate) C(CCCCCCCCC)(=O)OC(CN(CC(CCCCCC)OC(CCCCCCCCC)=O)CCCN(C)C)CCCCCC